1-Tetrahydropyran-4-ylethanone hydrazone O1CCC(CC1)C(C)=NN